tert-butyl carbazate (tert-butyl carbazate) C(C)(C)(C)N(C(=O)O)N.C(NN)(=O)OC(C)(C)C